[Ga].C1(=CC=CC2=CC3=CC4=CC5=CC=C6C=C7C=C8C=C9C=CC=CC9=CC8=CC7=CC6=C5C=C4C=C3C=C12)C1=C(C=CC=C1)C1=CC=CC=C1 (2-nonaphenylbiphenyl) gallium